C1(CC1)C=1OC=C(N1)C1=CC(=NC=C1)N(C(=O)[C@@H]1CC[C@H](CC1)CNC(OC)=O)C[C@@H]1CC[C@H](CC1)C1=NC(=C(C=C1)OC)C Methyl ((trans-4-((4-(2-cyclopropyloxazol-4-yl)pyridin-2-yl)((trans-4-(5-methoxy-6-methylpyridin-2-yl)cyclohexyl) methyl)carbamoyl) cyclohexyl)methyl)carbamate